6-cyclopropaneamido-4-[(3-methanesulfonylpyridin-2-yl)amino]-N-(2H3)methylpyridine-3-carboxamide C1(CC1)C(=O)NC1=CC(=C(C=N1)C(=O)NC([2H])([2H])[2H])NC1=NC=CC=C1S(=O)(=O)C